4,12-dimethyl-1,7,9,15-tetraoxa-4,12-diaza-8-stannaspiro[7.7]pentadecane CN1CCO[Sn]2(OCC1)OCCN(CCO2)C